cyclopentylpyran C1(CCCC1)C1OC=CC=C1